C(CCCCCCCCCCC)C1=CC=C(C=C1)O 4-dodecylphenol